(3,5-di-tert-butyl-4-hydroxyphenyl)(pyridin-2-yl)methanone C(C)(C)(C)C=1C=C(C=C(C1O)C(C)(C)C)C(=O)C1=NC=CC=C1